CN1C(=NC2=CC=CC=C2C1=O)C1=CC=CC=C1 3-methyl-2-phenyl-4(3H)-quinazolinone